C(C)OC(C(C(=O)OCC)(Br)Br)=O 2,2-Dibromomalonic acid diethyl ester